C2-cephamide S1[CH-]CCN2[C@H]1CC2=O